CC(C(CNC(C(F)(F)F)=O)=C=O)C N-(3-methyl-2-carbonylbutyl)trifluoroacetamide